3-hydroxy-6-oxo-6H-benzo[c]chromen OC1=CC=C2C3=C(C(OC2=C1)=O)C=CC=C3